FC(C1(CC1)C1=CC(=NC=N1)CC1CC2(CN(C2)C(=O)N2C[C@@H]3[C@@H](OCC(N3)=O)CC2)C1)(F)F (4aR,8aS)-6-[6-[[6-[1-(trifluoromethyl)cyclopropyl]pyrimidin-4-yl]methyl]-2-azaspiro[3.3]heptane-2-carbonyl]-4,4a,5,7,8,8a-hexahydropyrido[4,3-b][1,4]oxazin-3-one